COC1=CC=C(CN2C(C3=CC=CC(=C3C2)N2C(NC(CC2)=O)=O)=O)C=C1 1-(2-(4-methoxybenzyl)-1-oxoisoindolin-4-yl)dihydropyrimidine-2,4(1H,3H)-dione